COC=1C=C(C=CC1OC=1SC2=C(N1)C=CC(=C2)S(=O)(=O)C)CCC(CC)(O)C(F)(F)F 1-{3-methoxy-4-[(6-methylsulfonyl-1,3-benzothiazol-2-yl)oxy]phenyl}-3-(trifluoromethyl)pentan-3-ol